O1-methylene (2S,2'S)-bis(2-((t-butoxycarbonyl) amino) succinate) C(C)(C)(C)OC(=O)N[C@H](C(=O)OCOC(C(CC(=O)[O-])NC(=O)OC(C)(C)C)=O)CC(=O)[O-]